3-(9-(2,6-dioxopiperidin-3-yl)-9H-pyrido[2,3-b]indol-6-yl)propanal O=C1NC(CCC1N1C2=C(C3=CC(=CC=C13)CCC=O)C=CC=N2)=O